N-(3-methoxypropyl)azetidine-3-carboxamide hydrochloride Cl.COCCCNC(=O)C1CNC1